rac-4-bromo-5-((1R,2S)-2-(((tert-butyldimethylsilyl)oxy)methyl)cyclopropyl)-6-chloro-1-(tetrahydro-2H-pyran-2-yl)-1H-indazole BrC1=C2C=NN(C2=CC(=C1[C@H]1[C@H](C1)CO[Si](C)(C)C(C)(C)C)Cl)[C@@H]1OCCCC1 |&1:23|